2-chloro-7-methyl-9-(1-oxotetrahydro-2H-thiopyran-4-yl)-7,9-dihydro-8H-purin-8-one ClC1=NC=C2N(C(N(C2=N1)C1CCS(CC1)=O)=O)C